C1(=CC=C(C=C1)C\C(\C(=O)O)=N/OC1OCCCC1)C1=CC=CC=C1 (E)-3-([1,1'-biphenyl]-4-yl)-2-(((tetrahydro-2H-pyran-2-yl)oxy)imino)propionic acid